3,3-dimethyl-5-(methyl(4-nitrophenethyl)amino)-5-oxopentanoic acid CC(CC(=O)O)(CC(=O)N(CCC1=CC=C(C=C1)[N+](=O)[O-])C)C